C(C)N1CCN(CC1)CCCOC1=CC=C(C=C1)S(=O)(=O)NCCCC1=CNC2=CC=C(C=C12)F 4-(3-(4-ethylpiperazin-1-yl)propoxy)-N-(3-(5-fluoro-1H-indol-3-yl)propyl)benzenesulfonamide